2-fluoro-6-aminopurine FC1=NC(=C2NC=NC2=N1)N